4-((quinazolin-4-ylamino)methyl)piperidin-4-ol N1=CN=C(C2=CC=CC=C12)NCC1(CCNCC1)O